C(C)(C)C1=C(NC2=CC=C(C=C12)C1CCN(CC1)CC(=O)N(C)C)C=1C=C(C=2N(N1)N=CN2)OC 2-(4-(3-isopropyl-2-(8-methoxy-[1,2,4]triazolo[1,5-b]pyridazin-6-yl)-1H-indol-5-yl)piperidin-1-yl)-N,N-dimethylacetamide